(2R,3S,4S,5R,6R)-5-(benzyloxy)-6-methoxy-2-(tributylstannyl)-4-((triisopropylsilyl)oxy)tetrahydro-2H-pyran-3-ol C(C1=CC=CC=C1)O[C@@H]1[C@H]([C@@H]([C@H](O[C@H]1OC)[Sn](CCCC)(CCCC)CCCC)O)O[Si](C(C)C)(C(C)C)C(C)C